tert-butyl 2-(3-chloro-6-fluoro-1H-indol-5-yl)acetate ClC1=CNC2=CC(=C(C=C12)CC(=O)OC(C)(C)C)F